ClC=1C=C2CCC(C2=CC1)(C(NC1CC(C1)(F)F)=O)N(C(=O)[C@H]1N(C(CC1)=O)C1=NC=CC(=C1)C#N)C=1C=NC=C(C1)F (2S)-N-(5-chloro-1-((3,3-difluorocyclobutyl)carbamoyl)-2,3-dihydro-1H-inden-1-yl)-1-(4-cyanopyridin-2-yl)-N-(5-fluoropyridin-3-yl)-5-oxopyrrolidine-2-carboxamide